N-(5-((3-fluoropyrrolidin-3-yl)methoxy)pyridin-2-yl)benzamide tert-Butyl-((3S,5R)-5-methyl-1-(2-methyl-5-nitropyridin-4-yl)piperidin-3-yl)carbamate C(C)(C)(C)N(C(O)=O)[C@@H]1CN(C[C@@H](C1)C)C1=CC(=NC=C1[N+](=O)[O-])C.FC1(CNCC1)COC=1C=CC(=NC1)NC(C1=CC=CC=C1)=O